4-(4-(trifluoromethoxy)phenyl)piperidine hydrochloride Cl.FC(OC1=CC=C(C=C1)C1CCNCC1)(F)F